N[C@@H]1[C@H]([C@@H](N(C2=CC=CC=C12)C(CC)=O)C1CC1)C ((2S,3R,4R)-4-amino-2-cyclopropyl-3-methyl-3,4-dihydroquinolin-1(2H)-yl)propan-1-one